NC1=C2C(=NC=N1)N(N=C2C2=CC=C(C=C2)OC2=CC=CC=C2)C2CCN(CC2)C2CC1(C2)CCN(CC1)C(=O)OC(C)(C)C tert-butyl 2-(4-(4-amino-3-(4-phenoxyphenyl)-1H-pyrazolo[3,4-d]pyrimidin-1-yl) piperidin-1-yl)-7-azaspiro[3.5]nonane-7-carboxylate